7-amino-3-methylisobenzofuran NC1=CC=CC2=C(OC=C12)C